(S)-6-(4-(methoxycarbonyl)phenyl)-4-(((trifluoromethyl)sulfonyl)oxy)-3,6-dihydropyridine COC(=O)C1=CC=C(C=C1)[C@@H]1C=C(CC=N1)OS(=O)(=O)C(F)(F)F